C(C)(C)(C)OC(=O)N1CC(CC1)C=1SC(=C(N1)O)C(=O)OC methyl 2-(1-(tert-butoxycarbonyl) pyrrolidin-3-yl)-4-hydroxythiazole-5-carboxylate